O1N=C(C2=C1C=CC=C2)C2=C(C=CC=C2)[C@H](CC2=NC=C(C=C2)Br)N (S)-1-[2-(Benzo[d]isoxazol-3-yl)phenyl]-2-(5-bromopyridine-2-yl)ethan-1-amine